1-((3S,5R)-1-acryloyl-5-(methoxymethyl)pyrrolidin-3-yl)-3-((2-cyclopropyl-1-ethyl-1H-benzo[d]imidazol-5-yl)ethynyl)-5-(methylamino)-1H-pyrazole-4-carboxamide C(C=C)(=O)N1C[C@H](C[C@@H]1COC)N1N=C(C(=C1NC)C(=O)N)C#CC1=CC2=C(N(C(=N2)C2CC2)CC)C=C1